C(C)(=O)O[C@@H](COC1=CC=C(C=C1)C(C)(C)C1=CC(=C(C(=C1)Cl)OC[C@@H](CCl)OC(C)=O)Cl)CN1CCOCC1 (R)-1-(4-(2-(4-((S)-2-acetoxy-3-chloropropoxy)-3,5-dichlorophenyl) propan-2-yl) phenoxy)-3-morpholinoprop-2-yl acetate